(S)-6-bromo-N-(4-(chlorodifluoromethoxy)phenyl)-4-(fluoromethyl)-3,4-dihydro-1H-benzo[4,5]imidazo[2,1-C][1,4]oxazin-8-carboxamide BrC1=CC(=CC=2N=C3COC[C@H](N3C21)CF)C(=O)NC2=CC=C(C=C2)OC(F)(F)Cl